ClC1=C(C(=O)NC=2C=CC(=C(C2)NC(OC(C)(C)C)=O)OC)C=C(C=C1)NC(=O)[C@@H]1C([C@H]1C1=CC(=CC(=C1)Cl)Cl)(Cl)Cl trans-tert-Butyl (5-(2-chloro-5-(2,2-dichloro-3-(3,5-dichlorophenyl)cyclopropane-1-carboxamido)benzamido)-2-methoxyphenyl)carbamate